C(C1=CC=CC=C1)OC1=C(C=O)C=C(C=C1)O 2-(benzyloxy)-5-hydroxybenzaldehyde